O=C1NC(CCC1N1C(C2=CC=C(C=C2C1=O)N1CC(C1)CN1CCC(CC1)N1CCN(CC1)C1=NC=NC(=C1)C1=NNC2=CC=C(C=C12)OC1(CC1)C)=O)=O 2-(2,6-dioxopiperidin-3-yl)-5-(3-((4-(4-(6-(5-(1-methylcyclopropoxy)-1H-indazol-3-yl)pyrimidin-4-yl)piperazin-1-yl)piperidin-1-yl)methyl)azetidin-1-yl)isoindoline-1,3-dione